COC(C[C@H]1OC(C[C@H]([C@@H]1O)O)O)=O ((2R,3S,4R)-3,4,6-Trihydroxytetrahydro-2H-pyran-2-yl)acetic acid methyl ester